(S)-5-(3-aminopyridazin-4-yl)-2-((tert-butoxycarbonyl)amino)pentanoic acid NC=1N=NC=CC1CCC[C@@H](C(=O)O)NC(=O)OC(C)(C)C